1,5-bis(2-methoxyphenyl)-1,5-pentanedione COC1=C(C=CC=C1)C(CCCC(=O)C1=C(C=CC=C1)OC)=O